(R)-2-((1R,5S)-3-oxa-8-azabicyclo[3.2.1]octan-8-yl)propanoic acid [C@H]12COC[C@H](CC1)N2[C@@H](C(=O)O)C